N-ethyl-3-fluoro-2-[3-[(E)-2-[4-(3-pyrrolidin-1-ylpropyl)-2-pyridinyl]vinyl]-1-tetrahydropyran-2-yl-indazol-6-yl]sulfanylbenzamide C(C)NC(C1=C(C(=CC=C1)F)SC1=CC=C2C(=NN(C2=C1)C1OCCCC1)\C=C\C1=NC=CC(=C1)CCCN1CCCC1)=O